1-(3-chloro-5-ethyl-2-methoxyphenyl)piperazine Tert-Butyl-3-(4-Pyrimidin-2-Ylpyridazin-1-Ium-1-yl)Propanoate Trifluoroacetate Salt FC(C(=O)[O-])(F)F.C(C)(C)(C)OC(CC[N+]1=NC=C(C=C1)C1=NC=CC=N1)=O.ClC=1C(=C(C=C(C1)CC)N1CCNCC1)OC